6-(4-amino-4-(2-fluorophenyl)piperidin-1-yl)-3-(4-chloro-2-methyl-2H-indazol-5-yl)-1H-pyrazolo[3,4-d]pyrimidine-4-carbonitrile NC1(CCN(CC1)C1=NC(=C2C(=N1)NN=C2C2=C(C1=CN(N=C1C=C2)C)Cl)C#N)C2=C(C=CC=C2)F